C1=CC=C(C=C1)OC2=C3C4=C(C=C2)C5=CC=CC6=C5C(=CC=C6)C4=C(C(=C3OC7=CC=CC=C7)OC8=CC=CC=C8)OC9=CC=CC=C9 Tetraphenoxyperylene